COC1=CC=C(C=2C=C(OC21)C)[N+](=O)[O-] 7-methoxy-2-methyl-4-nitrobenzofuran